C/C(=C\\COP(=O)(O)OP(=O)(O)O)/CC[C@H]1C(=C)CC[C@@H]2[C@@]1(CCCC2(C)C)C The molecule is the 5alpha,9alpha,10beta-diastereomer of copalyl diphosphate. It is a conjugate acid of a 5alpha,9alpha,10beta-labda-8(20),13-dien-15-yl diphosphate(3-). It is an enantiomer of a 5beta,9alpha,10alpha-labda-8(20),13-dien-15-yl diphosphate.